FC1=CC(=C(C=C1)N1[C@@H](CNCC1)C)OC (R)-1-(4-fluoro-2-methoxyphenyl)-2-methylpiperazine